C1(CC1)C=1N=CC=2N(C1[C@@H](O)C=1N=NN(C1)C1=CC=C(C=C1)N1CC3(COC3)C1)C=NC2 (R)-(6-Cyclopropyl-imidazo[1,5-a]pyrazin-5-yl)-{1-[4-(2-oxa-6-aza-spiro[3.3]hept-6-yl)-phenyl]-1H-[1,2,3]triazol-4-yl}-methanol